OC1=C(CNC(C=C)=O)C(=CC(=C1O)O)C(=O)OCCC N-(2,3,4-trihydroxy-6-propoxycarbonylbenzyl)acrylamide